FC1=CC=C(C(=O)N2[C@@H](C=3N(CC2)C(=NC3N3C[C@@H](CC3=O)N(C(OC(C)(C)C)=O)C)C3=NC(=NS3)C)C)C=C1 tert-butyl {(R)-1-[(R)-7-(4-fluorobenzoyl)-8-methyl-3-(3-methyl-1,2,4-thiadiazol-5-yl)-5,6,7,8-tetrahydroimidazo[1,5-a]pyrazin-1-yl]-5-oxopyrrolidin-3-yl}(methyl)carbamate